C1(CC1)N1N=C(C2=CC=CC=C12)C1=NC(=NC=C1)NC=1C=C(C(=CC1OC)N(C)CCN(C)C)N N4-(4-(1-cyclopropyl-1H-indazol-3-yl)pyrimidin-2-yl)-N1-(2-(dimethylamino)ethyl)-5-methoxy-N1-methylbenzene-1,2,4-triamine